C1(=CC=CC=C1)[C@@H]1COC2=NNC(N21)=O (R)-5-phenyl-5,6-dihydro-oxazolo[2,3-c][1,2,4]triazol-3(2H)-one